(R)-4-(2-(3-((2,2,2-trifluoroethoxy)methyl)-1-(2-(6-(trifluoromethyl)pyridin-3-yl)propan-2-yl)pyrrolidin-3-yl)ethyl)benzonitrile FC(COC[C@]1(CN(CC1)C(C)(C)C=1C=NC(=CC1)C(F)(F)F)CCC1=CC=C(C#N)C=C1)(F)F